FC=1C=NC(=NC1)N1CCN(CC1)C(=O)C1CN(C1)C[C@H](C)NC1=C(C(NN=C1)=O)C(F)(F)F (S)-5-((1-(3-(4-(5-fluoropyrimidin-2-yl)piperazine-1-carbonyl)azetidin-1-yl)propan-2-yl)amino)-4-(trifluoromethyl)pyridazin-3(2H)-one